1-(4-(4-((2-methoxy-5-methyl-4-((1-methyl-1H-benzo[d][1,2,3]triazol-5-yl)oxy)phenyl)amino)pyrido[3,2-d]pyrimidin-6-yl)-1,4-diazepan-1-yl)prop-2-en-1-one COC1=C(C=C(C(=C1)OC1=CC2=C(N(N=N2)C)C=C1)C)NC=1C2=C(N=CN1)C=CC(=N2)N2CCN(CCC2)C(C=C)=O